N-[(2-aminoquinolin-7-yl)methyl]-N-(2-methanesulfonylphenyl)-5-(2-oxopyrrolidin-1-yl)pyridine-3-carboxamide NC1=NC2=CC(=CC=C2C=C1)CN(C(=O)C=1C=NC=C(C1)N1C(CCC1)=O)C1=C(C=CC=C1)S(=O)(=O)C